CN(\C(\C)=C/1\CN(CC1=O)C(=O)OC(C)(C)C)C tert-Butyl (Z)-3-(1-(dimethylamino)ethylidene)-4-oxopyrrolidine-1-carboxylate